6-(benzyloxy)-3-((tert-butoxycarbonyl)amino)-5-(trifluoromethyl)picolinic acid C(C1=CC=CC=C1)OC1=C(C=C(C(=N1)C(=O)O)NC(=O)OC(C)(C)C)C(F)(F)F